FC1(C[C@H](CN(C1)C(=O)OC1=CC=C(C=C1)Cl)N1C(CCC(C1)C)=O)F 4-chlorophenyl (3'R)-5',5'-difluoro-5-methyl-2-oxo[1,3'-bipiperidine]-1'-carboxylate